(P)-1-((5S)-6-(7-fluoro-3-methyl-4-(5-methyl-1H-indazol-4-yl)-2-quinolinyl)-5-methyl-2,6-diazaspiro[3.4]octan-2-yl)-2-propen-1-one FC1=CC=C2C(=C(C(=NC2=C1)N1[C@H](C2(CN(C2)C(C=C)=O)CC1)C)C)C1=C2C=NNC2=CC=C1C